2-ethyl-6-methyl-N-(3-nitrophenethyl)thieno[2,3-d]pyrimidin-4-amine C(C)C=1N=C(C2=C(N1)SC(=C2)C)NCCC2=CC(=CC=C2)[N+](=O)[O-]